N-((4bS,9bS)-1-amino-4b-hydroxy-10-oxo-7-(trifluoromethoxy)-4b,10-dihydro-9bH-indeno[1,2-b]benzofuran-9b-yl)acetamide NC1=C2C([C@@]3([C@@](OC4=C3C=CC(=C4)OC(F)(F)F)(C2=CC=C1)O)NC(C)=O)=O